N-Methyl-(RS)-1-benzyl-1,2,3,4-tetrahydroisoquinoline CN1[C@@H](C2=CC=CC=C2CC1)CC1=CC=CC=C1 |r|